N-methyl-2-oxazol-2-ylsulfanyl-propanamide CNC(C(C)SC=1OC=CN1)=O